CN(CCN1C(OC2=C1C=CC(=C2)N2CCN(CC2)C(=O)NCCCCC2=CC=CC=C2)=O)C 4-[3-[2-(Dimethylamino)ethyl]-2-oxo-1,3-benzoxazol-6-yl]-N-(4-phenylbutyl)piperazine-1-carboxamide